4-(4-((2-(4-((3-(cyanomethyl)-5-(trifluoromethoxy)benzyl)amino)butoxy)ethyl)amino)-1H-indazol-6-yl)-1H-pyrazole-5-carbonitrile C(#N)CC=1C=C(CNCCCCOCCNC2=C3C=NNC3=CC(=C2)C=2C=NNC2C#N)C=C(C1)OC(F)(F)F